4-(1-acetyl-1H-indol-3-yl)-5-methyl-2,4-dihydro-3H-pyrazol-3-one C(C)(=O)N1C=C(C2=CC=CC=C12)C1C(NN=C1C)=O